[2-(2-{5'-fluoro-3-isopropyl-1'-methyl-[4,6'-biindazol]-1-yl}acetamido)acetamido]acetic acid FC=1C=C2C=NN(C2=CC1C=1C=2C(=NN(C2C=CC1)CC(=O)NCC(=O)NCC(=O)O)C(C)C)C